1-(3-(4-amino-5-(4-(pyrimidin-2-yloxy)phenyl)-7H-pyrrolo[2,3-d]pyrimidin-6-yl)pyrrolidin-1-yl)prop-2-en-1-one NC=1C2=C(N=CN1)NC(=C2C2=CC=C(C=C2)OC2=NC=CC=N2)C2CN(CC2)C(C=C)=O